3-(1-{2-[5-(2-chloro-3-fluoro-phenyl)-3-(2-methoxy-ethyl)-2-oxo-3,4-dihydro-2H-pyrimidin-1-yl]-acetyl}-piperidin-4-yl)-1,3,4,5-tetrahydro-benzo[d][1,3]diazepin-2-one ClC1=C(C=CC=C1F)C=1CN(C(N(C1)CC(=O)N1CCC(CC1)N1C(NC2=C(CC1)C=CC=C2)=O)=O)CCOC